4-Bromo-N-(4-((4-hydroxyphenyl)sulfonamido)naphthalen-1-yl)benzenesulfonamide BrC1=CC=C(C=C1)S(=O)(=O)NC1=CC=C(C2=CC=CC=C12)NS(=O)(=O)C1=CC=C(C=C1)O